C1(CC1)OC=1C=CC(=NC1)C(=O)NC=1C(=CC(=C(C1)NC(=O)C=1C=NN2C1C=CC(=C2)F)C)F N-[5-[(5-cyclopropyloxypyridine-2-carbonyl)amino]-4-fluoro-2-methylphenyl]-6-fluoropyrazolo[1,5-a]pyridine-3-carboxamide